C[C@@H]1CN(CCC1)CC1=NC2=C(C(=NC=C2)O)N1COCC[Si](C)(C)C 2-{[(3S)-3-methylpiperidin-1-yl]methyl}-3-[(2-(trimethylsilyl)ethoxy)methyl]-3H-imidazo[4,5-c]pyridin-4-ol